C1(=CC=CC=C1)C1=C(C(=NN=N1)C1=C2C(=CC(=C1C1=NC3=CC=CC=C3C=C1)C1=CC=CC=C1)N=C1C=CC3=C4C=CC=CC4=NC3=C12)C1=CC=CC=C1 Di(phenyl)[(phenyl)(quinolyl)indolocarbazolyl]triazine